ethyl 2-[4-(2-hydroxy-1,1-dimethyl-ethyl)anilino]-4-[[(1S)-2-hydroxy-1-phenyl-ethyl]amino]pyrimidine-5-carboxylate OCC(C)(C)C1=CC=C(NC2=NC=C(C(=N2)N[C@H](CO)C2=CC=CC=C2)C(=O)OCC)C=C1